FC(C1(CC1)CN1C=NC2=C1C=C(C=C2F)C(=O)[O-])F 3-[[1-(difluoromethyl)cyclopropyl]methyl]-7-fluoro-benzimidazole-5-carboxylate